N1N=CC2=CC=CC(=C12)B1OC(C)(C)C(C)(C)O1 1H-indazole-7-boronic acid pinacol ester